4,4-diethoxy-2-pentyne C(C)OC(C#CC)(C)OCC